1-(2-methyl-5-nitrophenylazo)-2-hydroxy-3-(3-nitrophenylcarbamoyl)naphthalene CC1=C(C=C(C=C1)[N+](=O)[O-])N=NC1=C(C(=CC2=CC=CC=C12)C(NC1=CC(=CC=C1)[N+](=O)[O-])=O)O